3-chloro-2-methyl-7-((2S,4S)-2-(1-methyl-1H-pyrazol-4-yl)tetrahydro-2H-pyran-4-yl)-9-(2,4,5-trifluorophenyl)-4H-pyrazino[1,2-a]pyrimidin-4-one ClC1=C(N=C2N(C1=O)C=C(N=C2C2=C(C=C(C(=C2)F)F)F)[C@@H]2C[C@H](OCC2)C=2C=NN(C2)C)C